2-(Isoquinolin-1-yl)-9H-fluoren-9-one C1(=NC=CC2=CC=CC=C12)C1=CC=2C(C3=CC=CC=C3C2C=C1)=O